BrC1=CC2=CN(N=C2C=C1C(F)F)C 5-bromo-6-(difluoromethyl)-2-methyl-2H-indazole